Cl.NCC1=CC=C(C=C1)B(O)O 4-AMINOMETHYLPHENYLBORONIC ACID HYDROCHLORIDE